NC1=NC=NN2C1=C(C=C2C=2N=C(SC2)C)C2=CC(=C(C=C2)NC(OC(C)(C)C)=O)OC tert-Butyl (4-(4-amino-7-(2-methylthiazol-4-yl)pyrrolo[2,1-F][1,2,4]triazin-5-yl)-2-methoxyphenyl)carbamate